C(#N)N=C(NCCCCCCC1CN(CC1)C(=O)C=1SC=CC1)NC1=CC=NC=C1 2-cyano-1-(6-(1-(2-thienylformyl)pyrrolidine-3-yl)hexyl)-3-(4-pyridinyl)guanidine